6-methoxy-2-[(1R,4R)-4-formylcyclohexyl]indazol-5-yl-1-[3-(trifluoromethyl)phenyl]urea COC=1C(=CC2=CN(N=C2C1)C1CCC(CC1)C=O)N(C(=O)N)C1=CC(=CC=C1)C(F)(F)F